2,4-dichloro-6-(trifluoromethyl)pyridine ClC1=NC(=CC(=C1)Cl)C(F)(F)F